7-Deaza-6-benzylthioinosine C(C1=CC=CC=C1)C1(C2=CCN([C@H]3[C@H](O)[C@H](O)[C@@H](CO)O3)C2=NC=N1)S